(R)-N-(1-((4-(trifluoromethyl)phenyl)amino)-2,3-dihydro-1H-inden-5-yl)acrylamide FC(C1=CC=C(C=C1)N[C@@H]1CCC2=CC(=CC=C12)NC(C=C)=O)(F)F